C(C)OC(CCCC(C(=O)NC1=CC(=C(C=C1)C#N)OC)(C)O)=O 6-(4-cyano-3-methoxy-anilino)-5-hydroxy-5-methyl-6-oxohexanoic acid ethyl ester